CCCCCC/C=C\\CCCCCCCCCC(=O)OC[C@H](COP(=O)([O-])OCC[N+](C)(C)C)OC(=O)CCC/C=C\\C/C=C\\C/C=C\\C/C=C\\C/C=C\\CC The molecule is a phosphatidylcholine 38:6 in which the acyl groups specified at positions 1 and 2 are (11Z)-octadecenoyl and (5Z,8Z,11Z,14Z,17Z)-eicosapentaenoyl respectively. It derives from an all-cis-5,8,11,14,17-icosapentaenoic acid and a cis-vaccenic acid.